C[C@H]1N([C@H](CN(C1)C1=NC=C(C=N1)C(F)(F)F)C)C(=O)NC1CC2(CN(C2)CCCC(F)(F)F)C1 (2R,6S)-2,6-dimethyl-N-[2-(4,4,4-trifluorobutyl)-2-azaspiro[3.3]heptan-6-yl]-4-[5-(trifluoromethyl)pyrimidin-2-yl]piperazine-1-carboxamide